N'-(methylenebis-4,1-cyclohexanediyl)bis-aspartic acid tetrabutyl ester C(CCC)OC([C@@H](NC1CCC(CC1)CC1CCC(CC1)N[C@@H](CC(=O)OCCCC)C(=O)OCCCC)CC(=O)OCCCC)=O